C(CCCCC(C)C)(=O)[O-] Isooctanoat